O1CCN(CC1)C=1C2=C(N=C(N1)N1N=C(C=C1)C=1C=C(C=CC1)C)C=C(S2)CN2CCOCC2 4-((4-morpholino-2-(3-(m-tolyl)-1H-pyrazol-1-yl)thieno[3,2-d]pyrimidin-6-yl)methyl)morpholine